trifluoromethanesulfonic acid-2,2-difluoroethyl ester FC(COS(=O)(=O)C(F)(F)F)F